carbazole nitrogen [N].C1=CC=CC=2C3=CC=CC=C3NC12